C1(CC1)N1C=C(C(C2=CC(=C(C=C12)F)F)=O)CN(CC1=CC(=NC=C1)C)[C@@H]1CN(C[C@H](C1)F)C1=NC=CN=C1 1-Cyclopropyl-6,7-difluoro-3-({[(3S,5S)-5-fluoro-1-(pyrazin-2-yl)piperidin-3-yl][(2-methylpyridin-4-yl)methyl]amino}methyl)-1,4-dihydroquinolin-4-one